ClC1=CC2=C(N(C(C(N2C)=O)=O)C2C[C@H](N(C[C@@H]2C)C(=O)OC(C)(C)C)C)N=C1 tert-butyl (2r,5s)-4-(7-chloro-1-methyl-2,3-diketo-2,3-dihydropyrido[2,3-b]pyrazin-4(1H)-yl)-2,5-dimethylpiperidine-1-carboxylate